4(5h)-indanone C1CCC=2C(CC=CC12)=O